N-ethyl-4-chloroisatin C(C)N1C(=O)C(=O)C2=C(C=CC=C12)Cl